C(C)N(C(CC=1C=C2C=C(NC2=C(C1)NCC1=CC=NC=C1)C1=CC=CC=C1)=O)CC N,N-diethyl-2-(2-phenyl-7-((pyridin-4-ylmethyl)amino)-1H-indol-5-yl)acetamide